2-(4,4-difluoropiperidin-1-yl)-6-methyl-4-oxo-4H-pyran FC1(CCN(CC1)C=1OC(=CC(C1)=O)C)F